FC(OCC(F)(F)F)F 2-difluoromethoxy-1,1,1-trifluoro-ethane